5-amino-6-methylbenzimidazole NC1=CC2=C(N=CN2)C=C1C